tert-butyl N-[(1S)-1-formyl-2,2-dimethyl-propyl]carbamate C(=O)[C@H](C(C)(C)C)NC(OC(C)(C)C)=O